The molecule is a synthetic radioactive isotope of chromium having a half-life of 27.7 days and decaying by electron capture with emission of gamma rays (0.32 MeV); it is used to label red blood cells for measurement of mass or volume, survival time, and sequestration studies, for the diagnosis of gastrointestinal bleeding, and to label platelets to study their survival. It has a role as a radioactive label. [51Cr]